piperidin-1-yl(4-(7-((3-(piperidin-1-yl)propyl)amino)thieno[3,2-b]pyridin-5-yl)phenyl)methanone N1(CCCCC1)C(=O)C1=CC=C(C=C1)C1=CC(=C2C(=N1)C=CS2)NCCCN2CCCCC2